(S)-1-(6-(5-ethyl-1,2,4-oxadiazol-3-yl)-2,3-dihydrobenzofuran-3-yl)-3-(2-hydroxyethyl)urea C(C)C1=NC(=NO1)C1=CC2=C([C@@H](CO2)NC(=O)NCCO)C=C1